ClC1=CC=C(S1)C=1C=C(C=C(C1)C(F)(F)F)C1=C(N(N=C1C(F)(F)F)C1=NN(C=C1)C)N 4-[3-(5-chloro-2-thienyl)-5-(trifluoromethyl)phenyl]-2-(1-methylpyrazol-3-yl)-5-(trifluoromethyl)pyrazol-3-amine